CC(CCC(=O)OC=C)(C)C vinyl 4,4-dimethylvalerate